TRIMETHYLADAMANTYL-AMMONIUM HYDROXIDE [OH-].C[N+](C12CC3CC(CC(C1)C3)C2)(C)C